OCCCCCC=1C=C(C=CC1)C=CC1=C(C=CC=C1O)O 2-[3-(5-hydroxy-pentyl)-phenyl]-vinyl-benzene-1,3-diol